4-Nitrocatechol sulfate dipotassium salt [K+].[K+].S(=O)(=O)([O-])[O-].[N+](=O)([O-])C=1C=C(C(O)=CC1)O